2-hydroxypropyl hydroxybutyl-sulfonate OCCCCS(=O)(=O)OCC(C)O